COC(=O)C1(CCC(CC1)(F)F)C1=CC=C2C(=N1)N=C(N2)[C@H](C2CCC(CC2)(F)F)NC(=O)OCC2=CC=CC=C2 1-{2-[(S)-Benzyloxycarbonylamino(4,4-difluorocyclohexyl)methyl]-1H-imidazo-[4,5-b]pyridin-5-yl}-4,4-difluorocyclohexanecarboxylic acid methyl ester